2-(4-Cyclopropyl-6-methoxypyrimidin-5-yl)-8-(4-(1-ethyl-4-(trifluoromethyl)-1H-imidazol-2-yl)benzyl)pyrido[2,3-d]pyrimidin-7(8H)-one C1(CC1)C1=NC=NC(=C1C=1N=CC2=C(N1)N(C(C=C2)=O)CC2=CC=C(C=C2)C=2N(C=C(N2)C(F)(F)F)CC)OC